[Na+].[Na+].O[B-]1([C@@H]2C[C@@H]2C2=CC=C(C(=C2O1)C(=O)O)OC1CN(C1)C(CC=1N=CNC1)=O)O.O[B-]1([C@@H]2C[C@@H]2C2=CC=C(C(=C2O1)C(=O)O)OC1CN(C1)C(CC=1N=CNC1)=O)O (2S,4R)-5,5-dihydroxy-9-{1-[(1H-imidazol-4-yl)acetyl]azetidin-3-yl}oxy-6-oxa-5-boranuidatricyclo[5.4.0.02,4]undeca-1(11),7,9-triene-8-carboxylic acid disodium salt